N-(6-methoxy-2-methylpyridin-3-yl)-2-((2-(2,2,2-trifluoroethyl)-phenyl)amino)-5-(trifluoromethyl)-benzamide COC1=CC=C(C(=N1)C)NC(C1=C(C=CC(=C1)C(F)(F)F)NC1=C(C=CC=C1)CC(F)(F)F)=O